(2S,6R)-2,6-dimethyl-4-(3-methyl-8-(6-(3-(piperidin-1-yl)propoxy)pyridin-3-yl)imidazo[1,5-a]quinoxalin-1-yl)morpholine C[C@H]1CN(C[C@H](O1)C)C1=NC(=C2N1C1=CC(=CC=C1N=C2)C=2C=NC(=CC2)OCCCN2CCCCC2)C